[6-(cyclopropoxy)-3-pyridyl]methanol methyl-(2S)-3-cyclopropyl-2-(7-oxo-1H-pyrrolo[2,3-c]pyridin-6-yl)propanoate C[C@@](C(=O)OCC=1C=NC(=CC1)OC1CC1)(CC1CC1)N1C(C2=C(C=C1)C=CN2)=O